C(C)(C)(C)N(C(O)=O)[C@H](C(=O)NC1=NC=C(C=C1)SCC1=CC=CC=C1)CC1=CC=CC=C1.CC1N(SCC1)C1=CC=C(C=C1)OC methyl-2-(4-methoxyphenyl)isothiazolidine tert-butyl-(S)-1-(5-(benzylsulfanyl)pyridin-2-ylamino)-1-oxo-3-phenylprop-2-ylcarbamate